COCOCC=1C=C(C=CC1)C1=C[C@@H](N(C1)C(=O)OC(C)(C)C)C(=O)OC 1-(tert-butyl) 2-methyl (R)-4-(3-((methoxymethoxy)methyl)phenyl)-2,5-dihydro-1H-pyrrole-1,2-dicarboxylate